2-(4-(tert-butyl)phenyl)-N-((2-(2,6-dioxopiperidin-3-yl)-5-fluoro-1-oxoisoindolin-4-yl)methyl)-2-oxoacetamide C(C)(C)(C)C1=CC=C(C=C1)C(C(=O)NCC1=C2CN(C(C2=CC=C1F)=O)C1C(NC(CC1)=O)=O)=O